1-(4-Cyclopentyloxy)benzyl-1H-indole-5-carboxylic acid C1CCC(C1)OC1(CN2C=CC3=CC(=CC=C23)C(=O)O)CC=CC=C1